5-[4-(6-methoxypyridin-2-yl)pyrrolidin-2-yl]-1-oxo-3H-isoindol-2-ylpiperidine-2,6-dione hydrochloride Cl.COC1=CC=CC(=N1)C1CC(NC1)C=1C=C2CN(C(C2=CC1)=O)N1C(CCCC1=O)=O